NC1=NC=CC(=N1)C1=C(C=2C(NCC3(C2N1)CCNCC3)=O)NC3=C(C(=CC=C3)Cl)OC 2'-(2-aminopyrimidin-4-yl)-3'-[(3-chloro-2-methoxyphenyl)amino]-5',6'-dihydro-1'H-spiro[piperidine-4,7'-pyrrolo[3,2-c]pyridin]-4'-one